(4S)-1,1-dichloro-6-ethyl-4-methyl-6-azaspiro[2.5]octane-4-carboxylic acid methyl ester COC(=O)[C@]1(C2(CC2(Cl)Cl)CCN(C1)CC)C